iron-cobalt chromite [Cr](=O)([O-])[O-].[Co+2].[Fe+2].[Cr](=O)([O-])[O-]